C(C)OC(=O)C1=NN(C(=C1C(F)(F)F)C(=O)OCC)CCNC(=O)OC(C)(C)C 1-(2-((Boc)amino)ethyl)-4-(trifluoromethyl)-1H-pyrazole-3,5-dicarboxylic acid diethyl ester